BrC=1C=C(CC2OCCCC2C(=O)N)C=CC1C (3-bromo-4-methylbenzyl)tetrahydro-2H-pyran-3-carboxamide